COC1=C(C=C(C#N)C=C1)B1OC(C(O1)(C)C)(C)C 4-methoxy-3-(4,4,5,5-tetramethyl-1,3,2-dioxaborolan-2-yl)benzonitrile